2,3-dichloro-6-methoxypyridine ClC1=NC(=CC=C1Cl)OC